(3R)-3-[2-(3-bromo-2-methyl-phenoxy)ethyl]pyrrolidine (2-bromo-4-methyl-6-propanoyl-phenyl)cyclopropanecarboxylate BrC1=C(C(=CC(=C1)C)C(CC)=O)OC(=O)C1CC1.BrC=1C(=C(OCC[C@@H]2CNCC2)C=CC1)C